8-methylpyrido[2,3-d]pyrimidine CN1CC=CC2=C1N=CN=C2